O=C1NC(CCC1N1C(C2=CC=C(C=C2C1=O)N1CCN(CC1)CCC1CCN(CC1)C1=NC=C(C=C1)[N+](=O)[O-])=O)=O 2-(2,6-dioxopiperidin-3-yl)-5-(4-(2-(1-(5-nitropyridin-2-yl)piperidin-4-yl)ethyl)piperazin-1-yl)isoindoline-1,3-dione